1-(4-(4-((4-([1,2,4]triazolo[4,3-c]pyrimidin-7-yloxy)-3-methylphenyl)amino)quinazolin-6-yl)piperidin-1-yl)prop-2-en-1-one N=1N=CN2C=NC(=CC21)OC2=C(C=C(C=C2)NC2=NC=NC1=CC=C(C=C21)C2CCN(CC2)C(C=C)=O)C